CC1NCC(NC1)C=1C=CC2=C(N=CS2)C1 5-(5-methylpiperazin-2-yl)-1,3-benzothiazole